N-benzyl-N-(5-(tert-butyl)isoxazol-3-yl)-3-(p-tolyl)propiolamide C(C1=CC=CC=C1)N(C(C#CC1=CC=C(C=C1)C)=O)C1=NOC(=C1)C(C)(C)C